CN(C)CCCC(C(C)O)(N)CCCN(C)C bis(dimethylaminopropyl)-amino-2-propanol